2,4-dimethyl-6-(piperazin-1-yl)pyrimidine CC1=NC(=CC(=N1)C)N1CCNCC1